3-(difluoromethyl)-1,2,4-thiadiazol-5-amine FC(C1=NSC(=N1)N)F